FC1(CC(CCC1)NC=1C2=C(N=C(N1)NC1=CC=C(C=3OCCOC31)C3=CC=NN3C)NC=C2C#N)F 4-((3,3-difluorocyclohexyl)amino)-2-((8-(1-methyl-1H-pyrazol-5-yl)-2,3-dihydrobenzo[b][1,4]dioxin-5-yl)amino)-7H-pyrrolo[2,3-d]pyrimidine-5-carbonitrile